6-Bromo-8-chloro-imidazo[1,2-a]pyrazine BrC=1N=C(C=2N(C1)C=CN2)Cl